3-benzyl-1-(trans-4-((5-cyano-4-((tetrahydrofuran-2-ylmethyl)-amino)pyrimidin-2-yl)amino)-cyclohexyl)-1-(5-(1-methyl-1H-pyrazol-4-yl)pyridin-2-yl)urea C(C1=CC=CC=C1)NC(N(C1=NC=C(C=C1)C=1C=NN(C1)C)[C@@H]1CC[C@H](CC1)NC1=NC=C(C(=N1)NCC1OCCC1)C#N)=O